C(CCCCCCCCCCCCCCC)(=O)N[C@@H](CCCCN)C(=O)O N-e-palmitoyl-lysine